N-[2-[[(2R)-2-amino-4-guanidino-butanoyl]amino]ethyl]-4-[[3-(2,3-difluoro-4-pyrimidin-4-yloxy-phenyl)imidazo[1,2-a]pyrazin-8-yl]amino]-2-ethyl-benzamide N[C@@H](C(=O)NCCNC(C1=C(C=C(C=C1)NC=1C=2N(C=CN1)C(=CN2)C2=C(C(=C(C=C2)OC2=NC=NC=C2)F)F)CC)=O)CCNC(=N)N